OC(C)N([C@@H](C)C(=O)O)C1=NC=CN1CCCC 1-hydroxyethyl-3-butylimidazolylalanine